9,20,21,25-tetramethoxy-15,30-dimethyl-7,23-dioxa-15,30-diazaheptacyclo[22.6.2.23,6.18,12.114,18.027,31.022,33]hexatriaconta-3(36),4,6(35),8,10,12(34),18,20,22(33),24,26,31-dodecaene COC1=C2OC=3C=CC(CC4N(CCC5=CC(=C(OC=6C(=C(C=C7CCN(C(CC(C=C1)=C2)C76)C)OC)OC)C=C45)OC)C)=CC3